CC1(OCC[C@@H](C1)C=1C=C2C=C(NC2=CC1)C(=O)N(C1=CC=CC=C1)C)C (S)-5-(2,2-dimethyl-tetrahydro-2H-pyran-4-yl)-N-methyl-N-phenyl-1H-indole-2-carboxamide